OCCOC1=CC(=NC=C1)C=1N=C(C2=C(N1)CCC2)N(CC(=O)NC2=CC(=CC=C2)OC)C 2-({2-[4-(2-hydroxyethoxy)pyridin-2-yl]-5H,6H,7H-cyclopenta[d]pyrimidin-4-yl}(methyl)amino)-N-(3-methoxyphenyl)acetamide